1-(2,4,5-trifluorobenzyl)-1,3,5-triazin-2,4-dione FC1=C(CN2C(NC(N=C2)=O)=O)C=C(C(=C1)F)F